1-(2-(dimethylamino)ethyl)piperidin-4-ol CN(CCN1CCC(CC1)O)C